CN(C=1C(=C(C(=C2C=NNC12)C=1N=CC=2N(C1)C=C(N2)NC(=O)[C@H]2[C@H](C2)F)C)F)C (1S,2S)-N-(6-(7-(dimethylamino)-6-fluoro-5-methyl-1H-indazol-4-yl)imidazo[1,2-a]pyrazin-2-yl)-2-fluorocyclopropane-1-carboxamide